C(C)(C)(C)N1N=CC(=C1)C(=O)N(C)[C@@H]1COCC=2NC(C=3C=C(C(=CC3C21)F)F)=O (S)-1-(tert-Butyl)-N-(8,9-difluoro-6-oxo-1,4,5,6-tetrahydro-2H-pyrano[3,4-c]isoquinolin-1-yl)-N-methyl-1H-pyrazole-4-carboxamide